CC1=NN(C=C1C)CNC=O N-(3(s),4-dimethyl-pyrazol-1-ylmethyl)-formamide